C1(CC1)C=1N=C(N=NC1C1=C(C=C(C=C1)C(F)(F)F)O)NC1CC(C1)(C)O 2-(5-cyclopropyl-3-{[(1s,3s)-3-hydroxy-3-methylcyclobutyl]amino}-1,2,4-triazin-6-yl)-5-(trifluoromethyl)phenol